1,4-diethylbenzene C(C)C1=CC=C(C=C1)CC